(R)- and (S)-1-(3-hydroxybutyl)-1H-pyrazole-5-carboxylic acid O[C@@H](CCN1N=CC=C1C(=O)O)C |r|